4-(7-fluoro-imidazo[1,2-a]pyridin-3-yl)-7-[[5-(4-methyl-1-oxa-4,8-diazaspiro[5.5]undecan-8-yl)-2-pyridyl]amino]isoindolin-1-one FC1=CC=2N(C=C1)C(=CN2)C2=C1CNC(C1=C(C=C2)NC2=NC=C(C=C2)N2CC1(CN(CCO1)C)CCC2)=O